Cl.ClC=1C(=CC(=NC1)NC(C)C)C=1C=C(NC1)C(=O)N[C@H](CO)C1=CC(=CC=C1)Cl 4-[5-chloro-2-[(1-methylethyl)amino]-4-pyridyl]-N-[(1S)-1-(3-chlorophenyl)-2-hydroxyethyl]-1H-pyrrole-2-carboxamide, monohydrochloride